C(C)(C)(C)OC([C@@H](N(C)C(C=CCBr)=O)C)=O N-(4-bromobut-2-enoyl)-N-methyl-L-alanine tert-butyl ester